3-(4-(3-isopropyl-2-(8-methyl-[1,2,4]triazolo[1,5-a]pyridin-6-yl)-1H-indol-5-yl)piperidin-1-yl)propanenitrile C(C)(C)C1=C(NC2=CC=C(C=C12)C1CCN(CC1)CCC#N)C=1C=C(C=2N(C1)N=CN2)C